FC=1C=CC(=NC1)C=1C=C2C=C(C(N(C2=NC1)CCN1CCOCC1)=O)C(=O)NC1CC2(C1)CCC2 6-(5-fluoropyridin-2-yl)-1-(2-morpholinylethyl)-2-oxo-N-(spiro[3.3]hept-2-yl)-1,2-dihydro-1,8-naphthyridine-3-carboxamide